F[B-](F)(F)F.C(C)N1C=[N+](C=C1)CCCC 1-ethyl-3-butyl-imidazolium tetrafluoroborate